C(#N)C1=C(C(=CC=C1)C=1C=NC=CC1OC)N1CCC(CC1)C1=CN=C(S1)NC(C)=O N-(5-{1-[2-cyano-6-(4-methoxypyridin-3-yl)phenyl]piperidin-4-yl}-1,3-thiazol-2-yl)acetamide